NC=1N=C(C2=C(N1)C=NN2CC=2C=C(C=CC2OC)CN2CCN(CC2)CCO)NCCCC 2-{4-[(3-{[5-amino-7-(butylamino)-1H-pyrazolo[4,3-d]pyrimidin-1-yl]methyl}-4-methoxy-phenyl)methyl]piperazin-1-yl}ethan-1-ol